[SiH3][SiH]1[SiH2][SiH2][SiH2][SiH2][SiH2]1 silylcyclohexasilane